C1(=CC=CC=C1)P(CC[Si](OCC)(OCC)OCC)C1=CC=CC=C1 diphenyl-[2-(triethoxysilyl)ethyl]phosphine